C1(CC1)C1=NN(C=C1C1=NC=CC(=C1)F)[C@@H]1C[C@H](C1)CNC=1C=C2C(N(C(C2=CC1)=O)C1C(NC(CC1)=O)=O)=O 5-(((trans-3-(3-cyclopropyl-4-(4-fluoropyridin-2-yl)-1H-pyrazol-1-yl)cyclobutyl)methyl)amino)-2-(2,6-dioxopiperidin-3-yl)isoindoline-1,3-dione